2,4,6-trimethylbenzoyl ethyl phosphate P(=O)(OC(C1=C(C=C(C=C1C)C)C)=O)(OCC)[O-]